C(CCCCCC=CC)(=O)O 7-Nonenoic acid